(S)-3-amino-N-(isoquinolin-6-yl)-2-(p-tolyl)propionamide NC[C@@H](C(=O)NC=1C=C2C=CN=CC2=CC1)C1=CC=C(C=C1)C